BrC1=CC(=C(C=C1)C1=NN2C(N=C(C=C2C2=CC=C(C=C2)F)C(=O)N2[C@@H](C3=CC=CC=C3CC2)C)=C1)F (1R)-2-[2-(4-bromo-2-fluorophenyl)-7-(4-fluorophenyl)pyrazolo[1,5-a]pyrimidine-5-carbonyl]-1-methyl-1,2,3,4-tetrahydroisoquinoline